monomethyl cyclopentyl citraconate C(\C(\C)=C/C(=O)OC1CCCC1)(=O)OC